C(#N)C1CC(N(CC1)C1=NC=C(C(=O)NN)C=C1)C1=C(C=CC(=C1)F)Cl 6-(4-cyano-(2-chloro-5-fluorophenyl)piperidin-1-yl)nicotinohydrazide